NC1CCC(CC1)C1=CC(=C2CNCC2=C1)N1CCCC2=CC(=C(C=C12)C(F)F)C=1C=NN(C1)C 6-(4-aminocyclohexyl)-4-(7-(Difluoromethyl)-6-(1-methyl-1H-pyrazol-4-yl)-3,4-dihydroquinolin-1(2H)-yl)isoindoline